1-(2,4-Difluorophenyl)-5-methyl-1H-1,2,3-triazol FC1=C(C=CC(=C1)F)N1N=NC=C1C